C1(CCCC1)OC1=CC=C(C=C1)N1N=C(C(C1=O)C(=O)NC1=CC(=CC=C1)C(C)(F)F)C 1-[4-(cyclopentyloxy)phenyl]-N-[3-(1,1-difluoroethyl)phenyl]-3-methyl-5-oxo-4H-pyrazole-4-carboxamide